CC(CCC=CCC)C(=O)O Oct-5-ene-2-carboxylic acid